FC1=CC=C(C=C1)C(CC)N1N=CC(=C1)B1OC(C(O1)(C)C)(C)C 1-(1-(4-fluorophenyl)propyl)-4-(4,4,5,5-tetramethyl-1,3,2-dioxaborolan-2-yl)-1H-pyrazole